C(C)(C)(C)C1=CC(=NN1)N 5-(tert-butyl)-1H-pyrazol-3-amine